iridium (III) bis[2-(9,9-dimethyl-9H-fluoren-2-yl)quinoline] CC1(C2=CC=CC=C2C=2C=CC(=CC12)C1=NC2=CC=CC=C2C=C1)C.CC1(C2=CC=CC=C2C=2C=CC(=CC12)C1=NC2=CC=CC=C2C=C1)C.[Ir+3]